ALPHA-KETOISOHEXANOAT O=C(C(=O)[O-])CC(C)C